methyl-7-fluorobenzo[d]thiazol-2-amine CC1=CC=C(C2=C1N=C(S2)N)F